BrC1=NC(=NC(=N1)Br)C1=CC=CC=C1 2,4-dibromo-6-phenyl-1,3,5-triazine